FC1=C(C(=C(C(=C1F)C(CCCC)=O)F)F)C1C(=CCC(=C1)C)C(=O)OC Methyl 2',3',5',6'-tetrafluoro-5-methyl-4'-pentanoyl-1,4-dihydro-[1,1'-biphenyl]-2-carboxylate